ureylenebis(p-phenylene-methylene-p-phenylene) di-isocyanate N(C(=O)NC1=CC=C(C=C1)CC1=CC=C(C=C1)N=C=O)C1=CC=C(C=C1)CC1=CC=C(C=C1)N=C=O